OCCN(CCCCCCCC(=O)OC(CCCCCCCC)CCCCCCCC)CCCCCCCC(=O)OCCCCCCCCC 8-[(2-hydroxyethyl)[8-(nonyloxy)-8-oxooctyl]amino]-octanoic acid, 1-octylnonyl ester